C1(CCC1)N1C[C@@H](CC1)C1=NN2C(N(C3=C(C2=O)CN(C3=O)C(C)C)CC(=O)NC3=NC=C(C=C3)F)=C1 2-{2-[(3R)-1-cyclobutylpyrrolidin-3-yl]-5,8-dioxo-6-(propan-2-yl)-5,6,7,8-tetrahydro-4H-pyrazolo[1,5-a]pyrrolo[3,4-d]pyrimidin-4-yl}-N-(5-fluoropyridin-2-yl)acetamide